3-[2-chloro-5-(4-chloro-7-{[2-(trimethylsilyl)ethoxy]methyl}-7H-pyrrolo[2,3-d]pyrimidin-6-yl)pyridin-4-yl]propionic acid methyl ester COC(CCC1=CC(=NC=C1C1=CC2=C(N=CN=C2Cl)N1COCC[Si](C)(C)C)Cl)=O